methyl-imidazole-4-acetic acid CC=1NC=C(N1)CC(=O)O